NC=1N=C(SC1C(C1=CC=C(C=C1)OC)=O)N(C1=CC=C(C=C1)Cl)[C@H](C(=O)N)C (S)-2-(N-[4-Amino-5-(4-methoxybenzoyl)thiazol-2-yl]-4-chloroanilino)propanamid